C1NC[C@H]2[C@@H]1CC(C2)C=2C=C1C=NNC1=CC2 5-((3aR,5s,6aS)-octahydrocyclopenta[c]pyrrol-5-yl)-1H-indazole